1-(1-(bis(t-butoxycarbonyl)amino)isoquinolin-7-yl)-3-(trifluoromethyl)-1H-pyrazole-5-carboxylic acid C(C)(C)(C)OC(=O)N(C1=NC=CC2=CC=C(C=C12)N1N=C(C=C1C(=O)O)C(F)(F)F)C(=O)OC(C)(C)C